ClC=1C=C2C(=NN1)N(C[C@@H]1N2C[C@@H](C1)OC1=NC=C(C(=C1)C)C=O)C(=O)OC(C)(C)C tert-butyl (6aR,8R)-2-chloro-8-((5-formyl-4-methylpyridin-2-yl)oxy)-6a,7,8,9-tetrahydropyrrolo[1',2':4,5]pyrazino[2,3-c]pyridazine-5(6H)-carboxylate